9,10-bis(4,4,5,5-tetramethylol-1,3,2-dioxaborolan-2-yl)anthracene C(O)C1(OB(OC1(CO)CO)C=1C2=CC=CC=C2C(=C2C=CC=CC12)B1OC(C(O1)(CO)CO)(CO)CO)CO